The molecule is an acyl-CoA(4-) obtained by deprotonation of the phosphate and diphosphate groups of oscr#25-CoA; major species at pH 7.3. It is a conjugate base of an oscr#25-CoA. C[C@H]1[C@@H](C[C@H]([C@@H](O1)OCCCCCCCCCCCC/C=C/C(=O)SCCNC(=O)CCNC(=O)[C@@H](C(C)(C)COP(=O)([O-])OP(=O)([O-])OC[C@@H]2[C@H]([C@H]([C@@H](O2)N3C=NC4=C(N=CN=C43)N)O)OP(=O)([O-])[O-])O)O)O